[Cu].[Zr].[Cr].[Cu] copper-chromium zirconium copper